ClC=1C=C(C=C(C1)Cl)C1=NC(=CC(=C1)CN1CCC(CC1)CNC(=O)NC)OC=1C=NC(=NC1)N1CCN(CC1)C(C)CCS(=O)(=O)C 1-((1-((2-(3,5-dichlorophenyl)-6-((2-(4-(4-(methylsulfonyl)butan-2-yl)piperazin-1-yl)pyrimidin-5-yl)oxy)pyridin-4-yl)methyl)piperidin-4-yl)methyl)-3-methylurea